1-(4-((4-((2-fluoro-4-((2-((3aR,7aS)-octahydro-2H-isoindol-2-yl)pyridin-4-yl)oxy)phenyl)amino)-7-methoxyquinazolin-6-yl)amino)piperidin-1-yl)prop-2-en-1-one FC1=C(C=CC(=C1)OC1=CC(=NC=C1)N1C[C@H]2CCCC[C@H]2C1)NC1=NC=NC2=CC(=C(C=C12)NC1CCN(CC1)C(C=C)=O)OC